FC(F)(F)C1=C2C(=C(NC2=CC=C1)[2H])CO trifluoromethyl-3-indolemethanol-2-d